C(C1=CC=CC=C1)C1(CCN(CC1)C(=O)C=1C(=NC=CC1)Cl)O (4-benzyl-4-hydroxypiperidin-1-yl)(2-chloropyridin-3-yl)methanone